tert-butyl (2-amino-5-(4-((2-hydroxyethyl)(methyl)amino)piperidin-1-yl)phenyl)carbamate NC1=C(C=C(C=C1)N1CCC(CC1)N(C)CCO)NC(OC(C)(C)C)=O